C(#C)C1=C2C=CC=CC2=CC=C1F 5-ethynyl-6-fluoronaphthalene